C1(=CC=CC=C1)C1CN=C2N1C(NC1=C2N=CC=C1)=O 3-phenyl-2,6-dihydroimidazo[1,2-c]pyrido[2,3-e]pyrimidin-5(3H)-one